C(C)C=1C=NN2C1N=C(C=C2NCC=2C=CC(N(C2)CCCCCN2C(=CC=C(C2=O)F)C#N)=O)N2[C@@H](CCCC2)CCO 1-[5-[5-[[[3-ethyl-5-[(2S)-2-(2-hydroxyethyl)-1-piperidyl]pyrazolo[1,5-a]pyrimidin-7-yl]amino]methyl]-2-oxo-1-pyridyl]pentyl]-5-fluoro-6-oxo-pyridine-2-carbonitrile